N1=C(C=CC=C1)C1=C(C=CC=C1)C1=C(C(=NC(=C1N1C2=CC=CC=C2C=2C=C(C=CC12)C1=CC=CC=C1)N1C2=CC=CC=C2C=2C=C(C=CC12)C1=CC=CC=C1)N1C2=CC=CC=C2C=2C=C(C=CC12)C1=CC=CC=C1)N1C2=CC=CC=C2C=2C=C(C=CC12)C1=CC=CC=C1 9,9',9'',9'''-(4-(2-(pyridin-2-yl)phenyl)pyridine-2,3,5,6-tetrayl)tetrakis(3-phenyl-9H-carbazole)